CO[Si](C)(C)C Monomethoxytrimethylsilan